2-[(2R)-2-ethylpiperazin-1-yl]-5-nitrobenzoic acid methyl ester trifluoroacetate FC(C(=O)O)(F)F.COC(C1=C(C=CC(=C1)[N+](=O)[O-])N1[C@@H](CNCC1)CC)=O